2,5-dibromo-tert-butylbenzene BrC1=C(C=C(C=C1)Br)C(C)(C)C